C(C=C)(=O)O.C(C=C)(=O)O.C(C=C)(=O)O.C1CO1 ethyleneoxide triacrylate